camphor-d4 C12(C(=O)C(C(C(C1)[2H])(C2(C)C)[2H])([2H])[2H])C